N-(2-((2-(dimethylamino)ethyl)(methyl)amino)-4-isopropoxy-5-((6-((2-(1-methyl-1H-pyrazole-3-yl)phenyl)amino)pyrimidin-4-yl)amino)phenyl)acrylamide CN(CCN(C1=C(C=C(C(=C1)OC(C)C)NC1=NC=NC(=C1)NC1=C(C=CC=C1)C1=NN(C=C1)C)NC(C=C)=O)C)C